O1C(=CC=C1C(=O)O)C(=O)O.[Na].[Na] disodium 2,5-furandicarboxylic acid